COC=1C(=CC=2N(C1)N=C(C2)C)C(=O)O 6-methoxy-2-methylpyrazolo[1,5-a]pyridine-5-carboxylic acid